7-oxo-cholestenone C[C@H](CCCC(C)C)[C@H]1CC[C@@H]2[C@@]1(CC[C@H]3[C@H]2C(=O)C=C4[C@@]3(CCC(=O)C4)C)C